tert-butyl 4-fluoro-4-(5-methyl-1,3-benzoxazol-2-yl)piperidine-1-carboxylate FC1(CCN(CC1)C(=O)OC(C)(C)C)C=1OC2=C(N1)C=C(C=C2)C